C(C)N1C(C2=CC=C(C=C2CC1)OC)=O 2-ethyl-6-methoxy-3,4-dihydroisoquinoline-1(2H)-one